N-methyl-5-(((2S,3S)-2-methylazetidin-3-yl)oxy)picolinamide HCl salt Cl.CNC(C1=NC=C(C=C1)O[C@@H]1[C@@H](NC1)C)=O